(oxetan-2-ylmethyl)-1H-thieno[2,3-d]imidazole-5-carboxylic acid methyl ester COC(=O)C1=CC2=C(N=CN2CC2OCC2)S1